ClC1=CC=C(C=C1)CCC1=NC=2C(=NC=C(C2)C=2OC=CC2)N1 2-(2-(4-chlorophenyl)ethyl)-6-(2-furyl)-3H-imidazo[4,5-b]pyridine